NC=1C=C(C(=NC1)C(=O)OC)C(F)(F)F methyl 5-amino-3-(trifluoromethyl)picolinate